CN1C=C(C=2C1=NC=C(C2)N)C(F)(F)F 1-methyl-5-amino-3-trifluoromethyl-1H-pyrrolo[2,3-b]pyridine